(3R)-N-[3-[2-[2-[3-(aminomethyl)phenyl]ethylamino]-8-methyl-7-oxopyrido[2,3-d]pyrimidin-6-yl]-2,4-difluorophenyl]-3-fluoropyrrolidine-1-sulfonamide NCC=1C=C(C=CC1)CCNC=1N=CC2=C(N1)N(C(C(=C2)C=2C(=C(C=CC2F)NS(=O)(=O)N2C[C@@H](CC2)F)F)=O)C